(S)-3-(4-carbamoylphenyl)-2-(methylamino)propanoic acid C(N)(=O)C1=CC=C(C=C1)C[C@@H](C(=O)O)NC